C1(CC1)C=1N=NN(C1)[C@H](C(=O)N1[C@@H](C[C@H](C1)O)C(=O)NC1CC(C1)N1N=CN=C1)C(C)(C)C (2S,4R)-1-[(2S)-2-(4-cyclopropyltriazol-1-yl)-3,3-dimethyl-butanoyl]-4-hydroxy-N-[3-(1,2,4-triazol-1-yl)cyclobutyl]pyrrolidine-2-carboxamide